N-(5-(4-chloro-2-fluorophenoxy)thiazolo[5,4-b]pyridin-2-yl)-5-(2-methoxyphenyl)pyridazine-4-carboxamide ClC1=CC(=C(OC2=CC=C3C(=N2)SC(=N3)NC(=O)C3=CN=NC=C3C3=C(C=CC=C3)OC)C=C1)F